cyclopropane-1,1-dicarboxylic acid (3-fluoro-4-hydroxy-phenyl)-amide (4-fluoro-phenyl)-amide FC1=CC=C(C=C1)NC(=O)C1(CC1)C(=O)NC1=CC(=C(C=C1)O)F